[Na+].[Na+].C([O-])([O-])=O carbonic acid disodium salt